methyl-azetidin-1-yl-isoindoline-1,3-dione CC1=C2C(N(C(C2=CC=C1)=O)N1CCC1)=O